Methyl 2-amino-3-(6-(3-(cyclopropylsulfonamido)phenyl)-2,6-diazaspiro[3.3]heptan-2-yl)benzoate NC1=C(C(=O)OC)C=CC=C1N1CC2(C1)CN(C2)C2=CC(=CC=C2)NS(=O)(=O)C2CC2